ethyl 4-bromobutyrate (4-bromobutyrate) BrCCCC(=O)O.BrCCCC(=O)OCC